CN1N=CC(=C1C)C1=CN2C(S1)=C(C=N2)C(=O)NC=2C(=NC=C(C2)C(NCCN2C(CCC2)(C)C)=O)C (1,5-dimethyl-1H-pyrazol-4-yl)-N-(5-((2-(2,2-dimethylpyrrolidin-1-yl)ethyl)carbamoyl)-2-methylpyridin-3-yl)pyrazolo[5,1-b]Thiazole-7-carboxamide